1,5-dihydroxy-4,8-dinitro-9,10-anthracenedione OC1=CC=C(C=2C(C3=C(C=CC(=C3C(C12)=O)[N+](=O)[O-])O)=O)[N+](=O)[O-]